4-(2-cyanoacetyl)-N-[4-(trifluoromethyl)benzyl]benzamide C(#N)CC(=O)C1=CC=C(C(=O)NCC2=CC=C(C=C2)C(F)(F)F)C=C1